C1(CC(C(CC1)C(C)(C)O)O)C para-Menthane-3,8-diol